5-((5-chloro-4-(1-(benzenesulfonyl)-1H-indol-3-yl)pyrimidin-2-yl)amino)-1-(4-nitrobenzyl)pyridin-2(1H)-one ClC=1C(=NC(=NC1)NC=1C=CC(N(C1)CC1=CC=C(C=C1)[N+](=O)[O-])=O)C1=CN(C2=CC=CC=C12)S(=O)(=O)C1=CC=CC=C1